tert-butyl 5-(3-bromopropyloxy)-4-chloro-6-methoxy-isoindoline-2-carboxylate BrCCCOC=1C(=C2CN(CC2=CC1OC)C(=O)OC(C)(C)C)Cl